4-fluoropyrimidin FC1=NC=NC=C1